CC=1OC2=C(C1)C=CC=C2O[C@H]2COCC2 (R)-2-methyl-7-((tetrahydrofuran-3-yl)oxy)benzofuran